N=1C=NN2C1C=C(C=C2)OC2=C(C=C(C=C2)NC2=NC=NN1C2=CC(=C1)C=1CCCN(C1)C(C=C)=O)Cl 1-(5-(4-((4-([1,2,4]triazolo[1,5-a]pyridin-7-yloxy)-3-chlorophenyl)amino)pyrrolo[2,1-f][1,2,4]triazin-6-yl)-3,4-dihydropyridin-1(2H)-yl)prop-2-en-1-one